ClCCCC(=O)N(C)C1=NC(=CC=C1)OC 4-chloro-N-(6-methoxypyridin-2-yl)-N-methylbutanamide